8-Chloro-1-cyclopropyl-6-fluoro-7-(3-((6-(4-((R)-1-hydroxy-2-(N-methylphenylsulfonamido)ethyl)phenoxy)pyrimidin-4-yl)amino)pyrrolidin-1-yl)-4-oxo-1,4-dihydroquinoline-3-carboxylic acid ClC=1C(=C(C=C2C(C(=CN(C12)C1CC1)C(=O)O)=O)F)N1CC(CC1)NC1=NC=NC(=C1)OC1=CC=C(C=C1)[C@H](CN(S(=O)(=O)C1=CC=CC=C1)C)O